C(C)OC=1C=CC(=NC1)C=1N(C(=NN1)[C@@H]1C[C@H](C1)NC(=O)C1=CC=[N+](C2=CC=CN=C12)[O-])C1=C(C=CC=C1)F 4-((trans-3-(5-(5-ethoxypyridin-2-yl)-4-(2-fluorophenyl)-4H-1,2,4-triazol-3-yl)cyclobutyl)carbamoyl)-1,5-naphthyridine 1-oxide